1,4-bis(methyl)benzene CC1=CC=C(C=C1)C